FC=1C(=NC(=NC1)COC)NC=1C2=C(NN1)C(N(C2)C(=O)OC(C)(C)C)(C)C Tert-Butyl 3-{[5-fluoro-2-(methoxymethyl)pyrimidin-4-yl]amino}-6,6-dimethyl-4,6-dihydropyrrolo[3,4-c]pyrazole-5(1H)-carboxylate